tert-Butyl {2-[2-(difluoromethoxy)phenyl]-3-formylpyridin-4-yl}carbamate FC(OC1=C(C=CC=C1)C1=NC=CC(=C1C=O)NC(OC(C)(C)C)=O)F